5-amino-2,3-dihydrobenzofuran NC=1C=CC2=C(CCO2)C1